(S)-1-(2-(6-amino-9H-purin-9-yl)acetyl)-N-(3-chloro-2-fluorobenzyl)pyrrolidine-2-carboxamide NC1=C2N=CN(C2=NC=N1)CC(=O)N1[C@@H](CCC1)C(=O)NCC1=C(C(=CC=C1)Cl)F